N-(cyclobutylmethyl)-8-methoxy-2,2-dimethyl-7-(3-(pyrrolidin-1-yl)propoxy)-2,3-dihydro-1H-cyclopenta[c]quinolin-4-amine formate C(=O)O.C1(CCC1)CNC1=NC=2C=C(C(=CC2C2=C1CC(C2)(C)C)OC)OCCCN2CCCC2